ClC=1C(=CC=C2C1OCC[C@]21N=C2N(C=C(C=C2OC(F)F)C(F)(F)F)C1)C#N (S)-8-chloro-8'-(difluoromethoxy)-6'-(trifluoromethyl)-3'h-spiro[chroman-4,2'-imidazo[1,2-a]pyridine]-7-carbonitrile